C(C)(C)(C)OC(=O)C1=CC=C(C=C1)N1CCC(CC1)CN(C1CC(C1)OC=1C=C(C(C(=O)O)=CC1)C(=O)O)CC 4-((1r,3r)-3-(((1-(4-(tert-butoxycarbonyl)phenyl)piperidin-4-yl)methyl)(ethyl)amino)cyclobutoxy)phthalic acid